2-(benzofuran-2-yl)-5-((3-methylbutan-2-yl)dithio)-1,3,4-oxadiazole O1C(=CC2=C1C=CC=C2)C=2OC(=NN2)SSC(C)C(C)C